(methylthio)-6-(pent-4-yn-1-yl)-6,7-dihydro-5H-pyrrolo[3,4-d]pyrimidin-5-one CSC=1N=CC2=C(N1)CN(C2=O)CCCC#C